di-t-butyl-azobisisobutyronitrile C(C)(C)(C)C(C(N=NC(C#N)(C)C)(C#N)C)C(C)(C)C